BrC1=CC=C2C=C(C(NC2=C1)=O)C(=O)N[C@H]1CS(C=C1)(=O)=O (R)-7-Bromo-N-(1,1-dioxido-2,3-dihydrothiophen-3-yl)-2-oxo-1,2-dihydroquinoline-3-carboxamide